COC1=CC=C(C=C1)C=1N=C2N(C=CC=C2)C1N 2-(4-methoxyphenyl)imidazo[1,2-a]pyridin-3-amine